6-(3-cyanopyrrolo[1,2-b]pyridazin-7-yl)-N-((R)-2-fluoro-3-hydroxy-3-methylbutyl)-4-(((1r,4R)-4-(tetrahydro-2H-pyran-4-yl)cyclohexyl)amino)nicotinamide C(#N)C1=CC=2N(N=C1)C(=CC2)C2=NC=C(C(=O)NC[C@H](C(C)(C)O)F)C(=C2)NC2CCC(CC2)C2CCOCC2